2-{[7-amino-1-oxo-4-(pyrimidin-5-yl)-2,3-dihydro-1H-isoindol-2-yl]methyl}prop-2-enenitrile NC=1C=CC(=C2CN(C(C12)=O)CC(C#N)=C)C=1C=NC=NC1